CC1=C(C(=CC=C1)C)C1=CC(=CC(=C1)C=O)C=O 2',6'-dimethyl-[1,1'-biphenyl]-3,5-dicarboxaldehyde